ICC(CI)C 1,3-diiodo-2-methylpropane